C1(=CC=CC2=CC3=CC=CC=C3C=C12)S anthracene-thiol